Cl.ClC1=C(C(=CC=C1)Cl)C=1C=C2C(=NNC2=CC1)NC(=O)C1CCC(CC1)NC N-[5-(2,6-dichlorophenyl)-1H-indazol-3-yl]-4-(methylamino)cyclohexanecarboxamide hydrochloride